3-((S)-(4-methyl-4H-1,2,4-triazol-3-yl)(3-(6-(((1-methylcyclobutyl)amino)methyl)-1-oxo-4-(trifluoromethyl)isoindolin-2-yl)phenyl)methyl)cyclobutane-1-carbonitrile CN1C(=NN=C1)[C@@H](C1CC(C1)C#N)C1=CC(=CC=C1)N1C(C2=CC(=CC(=C2C1)C(F)(F)F)CNC1(CCC1)C)=O